Cl[Ru]Cl dichloro-ruthenium(II)